C1(CC1)N1C=C(C(C2=C1N=C(N=C2)NC2=CC=C1C3(CNCC1=C2)CC3)=O)C3=C(C=CC=C3Cl)Cl 8-cyclopropyl-6-(2,6-dichlorophenyl)-2-(2',3'-dihydro-1'H-spiro[cyclopropane-1,4'-isoquinolin]-7'-ylamino)pyrido[2,3-d]pyrimidin-5(8H)-one